C1(CC1)CC1=CC(=NN1C1=CC=C(C=C1)OC(F)(F)F)N1CCNCC1 1-[5-(cyclopropylmethyl)-1-[4-(trifluoromethoxy)phenyl]pyrazol-3-yl]piperazine